BrC[C@H]1CCC(N1)=O (R)-5-(bromomethyl)pyrrolidin-2-one